BrC1=C(C(=CC(=C1O)Br)/C=N/C=1C=C2C(=NC1)NC(=N2)C2=CC=CC=C2)O (E)-2,4-dibromo-6-(((2-phenyl-3H-imidazo[4,5-b]pyridin-6-yl)imino)methyl)benzene-1,3-diol